N=1N=CN2C1C=CC(=C2)S(=O)(=O)N [1,2,4]triazolo[4,3-a]pyridine-6-sulfonamide